2-[6-(2,2-difluoro-7-oxo-5H-[1,3]dioxolo[4,5-f]isoindol-6-yl)-5-ethylsulfonyl-3-pyridyl]-2-methyl-propanenitrile FC1(OC=2C(=CC=3C(N(CC3C2)C2=C(C=C(C=N2)C(C#N)(C)C)S(=O)(=O)CC)=O)O1)F